C(C)(=O)C1=C(C=C(C=C1OCC)C(C)N(C(=O)NC1(CC(C1)(F)F)C(=O)OC)CCCCC1=CC=CC=C1)OCC methyl 1-({[1-(4-acetyl-3,5-diethoxyphenyl) ethyl] (4-phenylbutyl) carbamoyl} amino)-3,3-difluorocyclobutane-1-carboxylate